FC1=C(C(=C(C(=C1[B-](C1=C(C(=C(C(=C1F)F)F)F)F)(C1=C(C(=C(C(=C1F)F)F)F)F)C1=C(C(=C(C(=C1F)F)F)F)F)F)F)F)F.CC1=CC=C(C=C1)[I+]C1=CC=C(C=C1)C bis-(4-methylphenyl)iodonium tetrakis(pentafluorophenyl)borate